(oxy)bis[benzaldehyde] O(C1=C(C=O)C=CC=C1)C1=C(C=O)C=CC=C1